(S)-4-(8-(4-(4-(3-aminoazetidin-1-yl)piperidine-1-carbonyl)phenyl)-3-methyl-2,8-diazaspiro[4.5]decan-2-yl)-2-chlorobenzonitrile NC1CN(C1)C1CCN(CC1)C(=O)C1=CC=C(C=C1)N1CCC2(C[C@@H](N(C2)C2=CC(=C(C#N)C=C2)Cl)C)CC1